BrC1=C(C=CC=C1)OC(=C(F)F)F bromo-trifluorovinyloxybenzene